(2S,4R)-2-formylamino-4-((2-(trifluoromethoxy)phenyl)sulfonylamino)pyrrolidine-1-carboxylic acid tert-butyl ester C(C)(C)(C)OC(=O)N1[C@@H](C[C@H](C1)NS(=O)(=O)C1=C(C=CC=C1)OC(F)(F)F)NC=O